cis-Methyl 4-((4-(2-((4-chlorophenyl)amino)-2-oxoethyl)cyclohexyl)oxy)benzoate ClC1=CC=C(C=C1)NC(C[C@H]1CC[C@H](CC1)OC1=CC=C(C(=O)OC)C=C1)=O